((2-(2,6-dioxopiperidin-3-yl)-1,3-dioxoisoindolin-4-yl)oxy)octanoic acid tert-butyl ester C(C)(C)(C)OC(C(CCCCCC)OC1=C2C(N(C(C2=CC=C1)=O)C1C(NC(CC1)=O)=O)=O)=O